N1N=CC2=CC(=CC=C12)C#CC1=NC(=NC=C1)C1=NC(=NC=C1)N1CC=2C=NC(=CC2C1)OCC(=O)N(C)C ((2-(4-((1H-indazol-5-yl)ethynyl)-[2,4'-bipyrimidinyl]-2'-yl)-2,3-dihydro-1H-pyrrolo[3,4-c]pyridin-6-yl)oxy)-N,N-dimethylacetamide